allylidenemalonic acid dimethyl ester COC(C(C(=O)OC)=CC=C)=O